N1[C@@H](C[C@@H](O)C1)CC(=O)O β-Homohydroxyproline